methyl (2S,3R,6R)-2-(but-3-yn-1-yl)-6-methyl-4-oxotetrahydro-2H-pyran-3-carboxylate C(CC#C)[C@@H]1O[C@@H](CC([C@@H]1C(=O)OC)=O)C